COC1=NC=C(C=2N1N=C(N2)N)OC 5,8-dimethoxy-[1,2,4]triazolo[1,5-c]pyrimidine-2-amine